9,10,13-trihydroxyhexadecanoic acid OC(CCCCCCCC(=O)O)C(CCC(CCC)O)O